COCC(C1=NC=CC=N1)NC=1C=2C(NC(C1C=1NC3=C(C=NC(=C3)OC)N1)=O)=CN(N2)C 7-((2-methoxy-1-(pyrimidin-2-yl)ethyl)amino)-6-(6-methoxy-1H-imidazo[4,5-c]pyridin-2-yl)-2-methyl-2H-pyrazolo[4,3-b]pyridin-5(4H)-one